(Z)-N-(5-((6-(3-(5-(tert-butyl)isoxazol-3-yl)ureido)-2-oxindol-3-ylidene)methyl)-2,4-dimethyl-1H-pyrrol-3-yl)-2-(4-methylpiperazin-1-yl)acetamide C(C)(C)(C)C1=CC(=NO1)NC(NC1=CC=C2/C(/C(NC2=C1)=O)=C/C1=C(C(=C(N1)C)NC(CN1CCN(CC1)C)=O)C)=O